O1C(=NC=C1)S Oxazole-2-thiol